C1CCC12N(CCC2)CCNC(=O)C=2C=C(C(=NC2)C)NC(=O)C=2C=NN1C2SC(=C1)C=1C=NN(C1)C N-(5-((2-(5-azaspiro[3.4]oct-5-yl)ethyl)carbamoyl)-2-methylpyridin-3-yl)-2-(1-methyl-1H-pyrazol-4-yl)pyrazolo[5,1-b]thiazole-7-carboxamide